BrC=1C=C(C=C(C1)CO[Si](C)(C)C(C)(C)C)C[C@@H](C(=O)OC)NC(=O)OC(C)(C)C methyl (S)-3-(3-bromo-5-(((tert-butyldimethylsilyl)oxy)methyl)phenyl)-2-((tert-butoxycarbonyl)amino)propanoate